2,2-difluoro-3-((3-(trifluoromethoxy)pyridin-2-yl)oxy)propionic acid ethyl ester C(C)OC(C(COC1=NC=CC=C1OC(F)(F)F)(F)F)=O